5-(1-isobutyl-1H-pyrazol-5-yl)-2-(methylsulfonyl)pyrimidine C(C(C)C)N1N=CC=C1C=1C=NC(=NC1)S(=O)(=O)C